thiogermanate [GeH](=S)[O-]